C(C)C(COCCCN)CCCC 3-(2-ethylhexyl-oxy)propylamine